2-hydroxy-3-dodecyl-1,4-naphthoquinone OC=1C(C2=CC=CC=C2C(C1CCCCCCCCCCCC)=O)=O